[13C6]aniline N[13C]1=[13CH][13CH]=[13CH][13CH]=[13CH]1